C1OCC12CN(C2)[C@H](C)C2=CC=C(C=C2)C=2C=NC(=C(C(=O)NC1(CCC(CC1)O)C)C2)N 5-(4-((R)-1-(2-oxa-6-azaspiro[3.3]hept-6-yl)ethyl)phenyl)-2-amino-N-((1R,4R)-4-hydroxy-1-methylcyclohexyl)nicotinamide